CN1N=CC(=C1)C1=CC=2N(C(=N1)O[C@@H]1CCN(CCC1)C(C#C)=O)C=CN2 (S)-1-(4-((7-(1-methyl-1H-pyrazol-4-yl)imidazo[1,2-c]pyrimidin-5-yl)oxy)azepan-1-yl)prop-2-yn-1-one